CC(CCC=C(C=C)O)C 7-methyl-3-octadienol